C(#N)C=1C=C(C=CC1C#N)[C@@H](C(=O)NC1=NC(=NS1)C(F)(F)F)[C@H]1CC(CC1)(F)F (S)-2-(3,4-dicyanophenyl)-2-((R)-3,3-difluorocyclopentyl)-N-(3-(trifluoromethyl)-1,2,4-thiadiazol-5-yl)acetamide